(S)-4-(5-(3,5-dimethylisoxazol-4-yl)-1-(tetrahydrofuran-3-yl)-1H-pyrrolo[2,3-b]pyridin-3-yl)-5-ethoxy-2-fluorobenzoic acid CC1=NOC(=C1C=1C=C2C(=NC1)N(C=C2C2=CC(=C(C(=O)O)C=C2OCC)F)[C@@H]2COCC2)C